C1(=CC=CC=C1)CC(=O)N1CCC2(C(C2)CNC(=O)N2CC=3C=NC=CC3C2)CC1 N-[[6-(2-phenylacetyl)-6-azaspiro[2.5]octan-2-yl]methyl]-1,3-dihydropyrrolo[3,4-c]pyridine-2-carboxamide